(S)-2-((1-(6-bromoquinoline-4-carbonyl)pyrrolidin-2-yl)methyl)isoindoline-1,3-dione BrC=1C=C2C(=CC=NC2=CC1)C(=O)N1[C@@H](CCC1)CN1C(C2=CC=CC=C2C1=O)=O